ClC1=C(C=C(OCC(=O)N[C@H]2CC[C@@H](N(C2)C(=O)OC(C)(C)C)C=2OC(=NN2)C2CC(C2)OC2CC2)C=C1)F tert-butyl (2R,5S)-5-[2-(4-chloro-3-fluorophenoxy)acetamido]-2-[5-(3-cyclopropoxycyclobutyl)-1,3,4-oxadiazol-2-yl]piperidine-1-carboxylate